C(C)(C)(C)OC([C@H](C(C)C)N1N=NC(=C1)C1CC2(CN(C2)C2=CC=C3C=C(N=NC3=C2)C2=C(C=CC=C2)OCOC)C1)=O (2S)-2-[4-(2-{3-[2-(methoxymethoxy)phenyl]cinnolin-7-yl}-2-azaspiro[3.3]heptane-6-yl)-1,2,3-triazol-1-yl]-3-methylbutanoic acid tert-butyl ester